((2R,3R,4S,5R)-4-acetoxy-5-(2-amino-7-((methylthio)methyl)-8-oxo-7,8-dihydro-9H-purin-9-yl)-3-fluorotetrahydrofuran-2-yl)methylacetat C(C)(=O)O[C@@H]1[C@@H]([C@H](O[C@H]1N1C2=NC(=NC=C2N(C1=O)CSC)N)COC(C)=O)F